ClC=1C(=C(C=CC1)NC=1C(=NN2C1C(N[C@@H](C2)C)=O)C2=C1C(=NC=C2)C=NS1)OC |r| rac-(6R)-3-[(3-chloro-2-methoxyphenyl)amino]-6-methyl-2-{[1,2]thiazolo[4,5-b]pyridin-7-yl}-5H,6H,7H-pyrazolo[1,5-a]pyrazin-4-one